ON=C(N)C1=NC=CC=C1 N'-hydroxypyridinecarboxamidine